(E)-5-(3,5-difluorophenyl)-3-(2-(pyridin-2-yl)vinyl)-1H-indazole FC=1C=C(C=C(C1)F)C=1C=C2C(=NNC2=CC1)\C=C\C1=NC=CC=C1